NCC1=CC(=C(C(=C1)C)NC(=O)C1=CC2=C(OCCC3=C2SC=C3)C=C1C=1C(=NC(=CC1)C(=O)N1[C@H](CCCC1)C1=CC=CC=C1)C(=O)O)C (R)-3-(9-((4-(aminomethyl)-2,6-dimethylphenyl)carbamoyl)-4,5-dihydrobenzo[b]thieno[2,3-d]oxepin-8-yl)-6-(2-phenylpiperidine-1-carbonyl)picolinic acid